FC1=CC(=CC2=C1N=C(S2)C2(CCNCC2)C)C=2C=C(C=1N(N2)C=C(N1)C)C 6-[4-fluoro-2-(4-methylpiperidin-4-yl)-1,3-benzothiazol-6-yl]-2,8-dimethylimidazo[1,2-b]pyridazine